CC1N(CC1OCC1=CC(=C(C=C1)C)C(F)(F)F)C(=O)N1C[C@@H]2[C@@H](OCC(N2)=O)CC1 (4aR,8aS)-6-[2-Methyl-3-[[4-methyl-3-(trifluoromethyl)phenyl]methoxy]azetidine-1-carbonyl]-4,4a,5,7,8,8a-hexahydropyrido[4,3-b][1,4]oxazin-3-one